(S)-2-(3-(4-((4-fluorobenzo[d]thiazol-5-yl)amino)thieno[2,3-b]pyridin-2-yl)-2,2-dimethylpyrrolidin-1-yl)ethan-1-ol FC1=C(C=CC2=C1N=CS2)NC2=C1C(=NC=C2)SC(=C1)[C@@H]1C(N(CC1)CCO)(C)C